N-(4-aminobenzyl)-4-((5-chloro-4-(1-isopropyl-1H-pyrazol-4-yl)pyrimidin-2-yl)amino)-3-methoxybenzamide NC1=CC=C(CNC(C2=CC(=C(C=C2)NC2=NC=C(C(=N2)C=2C=NN(C2)C(C)C)Cl)OC)=O)C=C1